silver copper gallium zinc [Zn].[Ga].[Cu].[Ag]